O=C1NC(CCC1NC=1C=C(C=CC1)N1CCC(CC1)CN1CCNCC1)=O 4-((1-(3-((2,6-dioxopiperidin-3-yl)amino)phenyl)piperidin-4-yl)methyl)piperazin